N-((2R,3S)-3-amino-2-hydroxy-4-phenylbutyl)-N-((S)-2-hydroxypropyl)-4-methoxybenzenesulfonamide N[C@H]([C@@H](CN(S(=O)(=O)C1=CC=C(C=C1)OC)C[C@H](C)O)O)CC1=CC=CC=C1